N[C@H](C)CC1=CC=CC=C1 |r| R and S-amphetamine